5-Methoxy-3,3,3'-trimethyl-1'-phenylspiro[indoline-2,4'-pyrazol]-5'(1'H)-one COC=1C=C2C(C3(C(=NN(C3=O)C3=CC=CC=C3)C)NC2=CC1)(C)C